4-chloromethyl-2-[E-2-(4-trifluoromethyl-phenyl)vinyl]-1,3-oxazole ClCC=1N=C(OC1)\C=C\C1=CC=C(C=C1)C(F)(F)F